N-(2,5-Difluorobenzyl)-1-((6-(4,4-difluoropiperidin-1-yl)pyridin-3-yl)sulfonyl)-N-methylpiperidin-4-amine FC1=C(CN(C2CCN(CC2)S(=O)(=O)C=2C=NC(=CC2)N2CCC(CC2)(F)F)C)C=C(C=C1)F